7-(aminomethyl)-2-(4-(cyclopropylmethoxy)phenyl)-4,5,6,7-tetrahydropyrazolo[1,5-a]pyrimidine-3-carboxamide NCC1CCNC=2N1N=C(C2C(=O)N)C2=CC=C(C=C2)OCC2CC2